C(C1=CC=CC=C1)N(C1C(N(C1)CC(C)C)=O)CC1=CC=CC=C1 3-(dibenzylamino)-1-isobutylazetidin-2-one